C(C1=CC=CC=C1)(=O)C1=CC=C(C=C1)CCS(=O)(=O)F (E)-2-(4-benzoylphenyl)ethane-1-sulfonyl fluoride